C(C)OCC[C@@H]1N(COC1=O)C(=O)O (S)-4-(2-ethoxyethyl)-5-oxooxazolidine-3-carboxylic acid